4-({3',5'-dimethoxy-4'-methyl-2-[2-(2-methyl-1,3-benzodioxol-2-yl)ethyl]-[1,1'-biphenyl]-4-yl}amino)oxazolidine-4-carboxylic acid COC=1C=C(C=C(C1C)OC)C1=C(C=C(C=C1)NC1(NCOC1)C(=O)O)CCC1(OC2=C(O1)C=CC=C2)C